C(C)SC1=NC(=CC(=C1C(=O)NCC1=CC(=CC=C1)F)C)N1C[C@H](OCC1)C (2R)-2-Ethylsulfanyl-N-[(3-fluorophenyl)-methyl]-4-methyl-6-(2-methyl-morpholin-4-yl)-pyridine-3-carboxylic acid amide